P(=O)([O-])([O-])[O-].[O-2].[Al+3].[Si+4] silicon aluminum oxide phosphate